6-(4-((R)-2-((1r,4R)-4-(aminomethyl)cyclohexanecarboxamido)-3-(isoquinolin-6-yl)propoxy)phenyl)-N-(2-((S)-2-cyano-4,4-difluoropyrrolidin-1-yl)-2-oxoethyl)quinoline-4-carboxamide NCC1CCC(CC1)C(=O)N[C@@H](COC1=CC=C(C=C1)C=1C=C2C(=CC=NC2=CC1)C(=O)NCC(=O)N1[C@@H](CC(C1)(F)F)C#N)CC=1C=C2C=CN=CC2=CC1